[Ni+3].S1C(SC(=C1S)S)=S.S1C(SC(=C1S)S)=S bis(1,3-dithiol-2-thione-4,5-dithiol) nickel (III)